COC1=CC=C(CN2N=C(C(N(C2=O)CC2=CC=C(C=C2)OC)=O)C=C)C=C1 2,4-bis(4-methoxybenzyl)-6-vinyl-1,2,4-triazine-3,5(2H,4H)-dione